NC1=NC(=CC(=C1)NCCCC)CC1=CC=C(C=C1)C1CCNCC1 2-Amino-4-(butylamino)-6-(4-(piperidin-4-yl)benzyl)pyridin